ClC1=NC=C(C(=C1)NC1COC1)C=1SC(=NN1)C 2-chloro-5-(5-methyl-1,3,4-thiadiazol-2-yl)-N-(oxetan-3-yl)pyridin-4-amine